FC(CCN1N=NC2=C1C=C(C=C2)C=2C=CN1N=C(N=C(C12)OC)N[C@H]1C(CN(C1)C(C)=O)(F)F)F (R)-1-(4-((5-(1-(3,3-difluoropropyl)-1H-benzo[d][1,2,3]triazol-6-yl)-4-methoxypyrrolo[2,1-f][1,2,4]triazin-2-yl)amino)-3,3-difluoropyrrolidin-1-yl)ethan-1-one